CC(C1=CC(=CC=C1)C(=O)C2=CC=CC=C2)C(=O)O S-(+)-ketoprofen